C1(CC1)C=1C=CC(=C(C1)C1=NN(C=C1NC(=O)C=1C=NN2C1N=CC=C2)CC=2N=NN(N2)C2OCCCC2)OC(F)F N-(3-(5-cyclopropyl-2-(difluoromethoxy)phenyl)-1-((2-(tetrahydro-2H-pyran-2-yl)-2H-tetrazol-5-yl)methyl)-1H-pyrazol-4-yl)pyrazolo[1,5-a]pyrimidine-3-carboxamide